10-ethylidene-3-oxatricyclo[6.2.1.0~2,7~]undecan-4-one C(C)=C1CC2C3CCC(OC3C1C2)=O